Tetramethyl 8,8',8'',8'''-(benzene-1,2,4,5-tetrayltetrakis(azanediyl))tetrakis(8-oxooctanoate) C1(=C(C=C(C(=C1)NC(CCCCCCC(=O)OC)=O)NC(CCCCCCC(=O)OC)=O)NC(CCCCCCC(=O)OC)=O)NC(CCCCCCC(=O)OC)=O